ClC=1C=C(C=2N(N1)C(=CN2)[C@@H]2O[C@@H]([C@H]([C@H]2O)O)CO)NC2CCCC2 (2S,3R,4S,5R)-2-(6-chloro-8-(cyclopentylamino)imidazo[1,2-b]pyridazin-3-yl)-5-(hydroxymethyl)tetrahydrofuran-3,4-diol